ClC1=CC(=CC=2N=C(OC21)C=2C(=C(C=NC2)C=2C(=C(C=CC2)NC(=O)C=2SC=1CN(CCC1N2)C)C)C)CO N-(3-(5-(7-chloro-5-(hydroxymethyl)benzo[d]oxazol-2-yl)-4-methylpyridin-3-yl)-2-methylphenyl)-5-methyl-4,5,6,7-tetrahydrothiazolo[5,4-c]pyridine-2-carboxamide